C[C@]12[C@H]3CC[C@@]4([C@H](CC[C@H]4[C@@H]3C[C@H]([C@]2(C[C@H](CC1)O)O)O)[C@H](C)CCCC(C)C)C (3S,5R,6R,8S,9S,10R,13R,14S,17R)-10,13-dimethyl-17-[(2R)-6-methylheptan-2-yl]-1,2,3,4,6,7,8,9,11,12,14,15,16,17-tetradecahydrocyclopenta[a]phenanthrene-3,5,6-triol